4-Methylbenzenesulfonic acid cyclopropylmethyl ester C1(CC1)COS(=O)(=O)C1=CC=C(C=C1)C